C(CCC)C(CO)CC(CO)CCCC 2,4-dibutyl-1,5-pentanediol